O=S1(CC(C=C1)NC(=O)C=1C(NC2=CC(=CC=C2C1)C=1SC=CC1)=O)=O N-(1,1-dioxido-2,3-dihydrothiophen-3-yl)-2-oxo-7-(thiophen-2-yl)-1,2-dihydroquinoline-3-carboxamide